2-((1-(3-chlorophenyl)-2,5-dioxopyrrolidin-3-ylidene)methyl)-N,N-dimethylbenzamide ClC=1C=C(C=CC1)N1C(C(CC1=O)=CC1=C(C(=O)N(C)C)C=CC=C1)=O